N,N-diethylanilinium tetrakis(pentafluorophenyl)Borate FC1=C(C(=C(C(=C1[B-](C1=C(C(=C(C(=C1F)F)F)F)F)(C1=C(C(=C(C(=C1F)F)F)F)F)C1=C(C(=C(C(=C1F)F)F)F)F)F)F)F)F.C(C)[NH+](C1=CC=CC=C1)CC